4-Dimethylaminobenzoylformate CN(C1=CC=C(C(=O)C(=O)[O-])C=C1)C